C(C1=CC=CC=C1)C1CCN(CC1)C(=O)NC1=NC=C(C=C1)O 4-benzyl-N-(5-hydroxypyridin-2-yl)piperidine-1-carboxamide